N-[(3-amino-5-fluoro-4-formylphenyl)methyl]-N-(2-methanesulfonylpyridin-3-yl)-2-methylpyrimidine-5-carboxamide NC=1C=C(C=C(C1C=O)F)CN(C(=O)C=1C=NC(=NC1)C)C=1C(=NC=CC1)S(=O)(=O)C